N-(1-(3-(4-(4-methoxybenzyl)-6,6-dimethyl-5-oxo-5,6-dihydro-4H-1,3,4-thiadiazin-2-yl)pyrazin-2-yl)ethyl)-3,5-bis(trifluoromethyl)benzamide COC1=CC=C(CN2N=C(SC(C2=O)(C)C)C=2C(=NC=CN2)C(C)NC(C2=CC(=CC(=C2)C(F)(F)F)C(F)(F)F)=O)C=C1